O(C(=S)SCC=C)CC ethyl allyl xanthate